2,2'-(1,4-phenylene)-bis(4-mercaptomethylene-1,3,2-dioxaborolan) C1(=CC=C(C=C1)B1OCC(O1)=CS)B1OCC(O1)=CS